hexahydrocyclopropa[e]indazole C1NNC2CCC=3C(=C12)C3